5-[(2,4-Diethylphenoxymethylthio)methyl]oxazole-2(3H)-thione C(C)C1=C(OCSCC2=CNC(O2)=S)C=CC(=C1)CC